2-((4-(2,7-diazaspiro[3.5]nonan-2-yl)pyrimidin-5-yl)oxy)-N-(cyanomethyl)-5-fluoro-N-isopropylbenzamide hydrochloride Cl.C1N(CC12CCNCC2)C2=NC=NC=C2OC2=C(C(=O)N(C(C)C)CC#N)C=C(C=C2)F